ClC1=C(N=NC(=C1C1=CC=C(C=C1)F)C)C(=O)NC1=CC(=C(C=C1)OC1=CC=NC2=CC(=C(N=C12)OC)OC)F 4-chloro-N-[4-[(6,7-dimethoxy-1,5-naphthyridin-4-yl)oxy]-3-fluorophenyl]-5-(4-fluorophenyl)-6-methylpyridazine-3-carboxamide